8-((4-hydroxybutyl)(methyl)amino)-1,15-bis(pentylthio)pentadecane-2,14-diyl bis-(decanoate) C(CCCCCCCCC)(=O)OC(CSCCCCC)CCCCCC(CCCCCC(CSCCCCC)OC(CCCCCCCCC)=O)N(C)CCCCO